6-bromo-1-((5-fluoropyridin-2-yl)methyl)-2-oxo-N-(spiro[3.3]hept-2-yl)-1,2-dihydro-1,8-naphthyridine-3-carboxamide BrC=1C=C2C=C(C(N(C2=NC1)CC1=NC=C(C=C1)F)=O)C(=O)NC1CC2(C1)CCC2